1-bromo-1-methylethyltri-n-propoxysilane BrC(C)(C)[Si](OCCC)(OCCC)OCCC